N,N-dimethyl-N'-p-toluenesulfonyl-formamidine CN(C=NS(=O)(=O)C1=CC=C(C)C=C1)C